CN(CC=CC(=O)N1CC(N(CC1)C1=CC=C(S1)CCC(=O)NCCCCCCCCNC(C1=CC=CC=C1)=O)=O)C N-(8-(3-(5-(4-(4-(dimethylamino)but-2-enoyl)-2-oxopiperazin-1-yl)thiophen-2-yl)propanamido)octyl)benzamide